CN(C1=CC2=C(N=C(N=C2SCC(=O)C2=CC=C(S2)CNC(CO)=O)C)C=N1)C N-((5-(2-((6-(dimethylamino)-2-methylpyrido[3,4-d]pyrimidin-4-yl)thio)acetyl)thiophen-2-yl)methyl)-2-hydroxyacetamide